5-[1-[(5-fluoro-2,3-dihydrobenzofuran-4-yl)methylamino]-2,7-naphthyridin-4-yl]-1-methyl-pyrazole-3-carbonitrile FC=1C=CC2=C(CCO2)C1CNC1=NC=C(C2=CC=NC=C12)C1=CC(=NN1C)C#N